NC=1C(N(C(=C(C1)C1CC1)F)C)=O 3-amino-5-cyclopropyl-6-fluoro-1-methylpyridin-2(1H)-one